dimethyl 4-(1-tert-butoxycarbonyl-3-oxo-4-piperidyl)benzene-1,2-dicarboxylate C(C)(C)(C)OC(=O)N1CC(C(CC1)C=1C=C(C(=CC1)C(=O)OC)C(=O)OC)=O